1-((4-(5-(3-cyano-4-isopropoxyphenyl)-1,2,4-oxadiazol-3-yl)naphthalen-1-yl)methyl)piperidine-4-carboxylic acid C(#N)C=1C=C(C=CC1OC(C)C)C1=NC(=NO1)C1=CC=C(C2=CC=CC=C12)CN1CCC(CC1)C(=O)O